6-chloro-5-cyclopropylpyridazine-3-amine ClC1=C(C=C(N=N1)N)C1CC1